2,6-dichloro-N-(2-(trifluoromethyl)pyridin-4-yl)pyrimidine-4-carboxamide ClC1=NC(=CC(=N1)C(=O)NC1=CC(=NC=C1)C(F)(F)F)Cl